dipyryl-phosphine chloride [Cl-].O1C(C=CC=C1)PC1OC=CC=C1